(R)-N-ethyl-1-methyl-6-oxo-N-(2,2,2-trifluoro-1-(4-fluorophenyl)ethyl)-1,6-dihydropyridine-3-sulfonamide C(C)N(S(=O)(=O)C1=CN(C(C=C1)=O)C)[C@@H](C(F)(F)F)C1=CC=C(C=C1)F